5-(4-bromophenoxy)carbonylamino-3-(1-propylpiperidin-4-yl)-1H-indole BrC1=CC=C(OC(=O)NC=2C=C3C(=CNC3=CC2)C2CCN(CC2)CCC)C=C1